C(C)(=O)OC=1C(C(=O)O)=CC=CC1.N[C@@H](CCCCN)C(=O)O |r| D,L-lysine acetylsalicylate